2-(3-bromopropyloxy)ethan-1-ol tert-butyl-2-[2-[2-(2,6-dioxo-3-piperidyl)-1,3-dioxo-isoindolin-4-yl]oxyethoxy]acetate C(C)(C)(C)C(C(=O)OCCOCCCBr)OCCOC1=C2C(N(C(C2=CC=C1)=O)C1C(NC(CC1)=O)=O)=O